1,2-Dipalmitoyl-sn-glycero-3-phosphoamphetamine C(CCCCCCCCCCCCCCC)(=O)OC[C@@H](OC(CCCCCCCCCCCCCCC)=O)COP(=O)(O)NC(C)CC1=CC=CC=C1